5-(trifluoromethyl)aniline FC(C=1C=CC=C(N)C1)(F)F